1-(3',5'-bis(trifluoromethyl)-[1,1'-biphenyl]-4-yl)-4,4,5,5,5-pentafluoropentane-1,3-dione FC(C=1C=C(C=C(C1)C(F)(F)F)C1=CC=C(C=C1)C(CC(C(C(F)(F)F)(F)F)=O)=O)(F)F